(S)-quinuclidin-3-yl((R)-7-fluoro-6-(3-isopropoxyphenyl)-2,2-dimethyl-1,2,3,4-tetrahydronaphthalen-1-yl)carbamate N12C[C@H](C(CC1)CC2)OC(N[C@@H]2C(CCC1=CC(=C(C=C21)F)C2=CC(=CC=C2)OC(C)C)(C)C)=O